NC=1SC(=CN1)C(=O)NC1=C(C=C(C(=C1)C(NC=1C=C2C(C(NC2=CC1)=O)(F)F)=O)F)C 2-Amino-N-[5-[(3,3-difluoro-2-oxo-1H-indol-5-yl)carbamoyl]-4-fluoro-2-methylphenyl]-1,3-thiazole-5-carboxamide